C1(=CC(=CC=C1)NC1=NC=C2C(N(N(C2=N1)C1=NC(=CC=C1)OC1CCNCC1)CC)=O)C1=CC=CC=C1 6-(3-biphenylylamino)-2-ethyl-1-[6-(4-piperidyloxy)-2-pyridyl]-1,2-dihydro-3H-1,2,5,7-tetraazainden-3-one